3-bromo-N-cyclohexylpyrazolo[1,5-a]pyrimidin-5-amine BrC=1C=NN2C1N=C(C=C2)NC2CCCCC2